4-(3-methoxy-4-{[2-(pentafluoro-λ6-sulfanyl)phenoxy]methyl}phenyl)-2H,4H,5H,6H,7H-pyrazolo[3,4-b]pyridin-6-one COC=1C=C(C=CC1COC1=C(C=CC=C1)S(F)(F)(F)(F)F)C1C=2C(NC(C1)=O)=NNC2